2-hydroxy-4-oxo-4-thiophen-2-yl-but-2-enoic acid OC(C(=O)O)=CC(C=1SC=CC1)=O